C(C)C1=CC2=C([C@]3(OCC2=O)C[C@@H](NCC3)C)S1 (2S,4R)-2'-ethyl-2-methyl-spiro[piperidine-4,7'-thieno[2,3-c]pyran]-4'-one